ClC=1C=CC(=NC1)C1(OC(C2=C(O1)C=CC=C2)C2CCN(CC2)CC2=NC1=C(N2C[C@H]2OCC2)C=C(C=C1O)C(=O)O)C ((4-(2-(5-chloropyridin-2-yl)-2-methylbenzo[d][1,3]dioxan-4-yl)piperidin-1-yl)methyl)-4-hydroxy-1-(((S)-oxetan-2-yl)methyl)-1H-benzo[d]imidazole-6-carboxylic acid